CN1CC(CC1)C=1SC2=C(N1)C=C(C=C2)C2NC[C@H](CC2)C |r| 2-(1-methylpyrrolidin-3-yl)-5-[rac-(5S)-5-methyl-2-piperidyl]-1,3-benzothiazole